3-chloro-5-(3-chlorophenyl)-4-methyl-picolinenitrile ClC=1C(=NC=C(C1C)C1=CC(=CC=C1)Cl)C#N